(2-((4-Bromopyridin-3-yl)amino)-5-fluorophenyl)((3R,5R)-3,5-dimethyl-morpholino)methanone BrC1=C(C=NC=C1)NC1=C(C=C(C=C1)F)C(=O)N1[C@@H](COC[C@H]1C)C